N[C@@]1([C@@H](CCCC1)C(=O)[O-])C cis-2-amino-2-methylcyclohexane-carboxylate